C(C1=CC=CC=C1)C=1N(C=2C(=C3CC[C@@H](N(C3=CC2)C(=O)OC)C)N1)C1CCS(CC1)(=O)=O methyl (S)-2-benzyl-3-(1,1-dioxidotetrahydro-2H-thiopyran-4-yl)-7-methyl-3,7,8,9-tetrahydro-6H-imidazo[4,5-f]quinoline-6-carboxylate